CN1C(N=C2N=C(N(C2=C1O)C)O)O 1,7-dimethyl-2,6,8-trihydroxypurine